4-(6-chloro-7-hydroxy-8-(1-methyl-1H-pyrazol-5-yl)-4-oxo-4H-chromen-2-yl)benzonitrile ClC=1C=C2C(C=C(OC2=C(C1O)C1=CC=NN1C)C1=CC=C(C#N)C=C1)=O